methyl 2-((1S,2S,3R,6S,8S)-2-(aminomethyl)tricyclo[4.2.1.03,8]nonan-2-yl)acetate benzenesulfonate C1(=CC=CC=C1)S(=O)(=O)O.NC[C@@]1([C@@H]2[C@H]3C[C@H](CC[C@@H]13)C2)CC(=O)OC